dimethyl 4-(4-hydroxyphenyl)-1,4-dihydropyridine-3,5-dicarboxylate OC1=CC=C(C=C1)C1C(=CNC=C1C(=O)OC)C(=O)OC